Cl.FC1=C(C=C(C=C1)F)[C@@H]1NCCC1 (R)-2-(2,5-difluorophenyl)pyrrolidine hydrochloride